4,4'-bipyridine bromine salt [Br].N1=CC=C(C=C1)C1=CC=NC=C1